(4-((S)-2-(6-aminopyridin-3-yl)propyl)-6-(((R)-1-hydroxy-4-methylpent-2-yl)amino)-1,3,5-triazin-2-yl)methanesulfonamide NC1=CC=C(C=N1)[C@H](CC1=NC(=NC(=N1)N[C@@H](CO)CC(C)C)CS(=O)(=O)N)C